2-(4-cyclopropyl-6-methoxy-pyrimidin-5-yl)-5-(methoxymethyl)-4-methylsulfonyl-pyrimidine C1(CC1)C1=NC=NC(=C1C1=NC=C(C(=N1)S(=O)(=O)C)COC)OC